N1CCC(CC1)C1CCC(CC1)O 4-(piperidin-4-yl)cyclohexan-1-ol